ClC1=CC=CN2C=C(C=C12)C(=O)N(C)[C@H]1COCC=2NC(C=3C=C(C(=CC3C21)F)F)=O (R)-8-chloro-N-(8,9-difluoro-6-oxo-1,4,5,6-tetrahydro-2H-pyrano[3,4-c]isoquinolin-1-yl)-N-methylindolizine-2-carboxamide